(2S,4R)-1-[(2S)-2-(4-cyclopropyltriazol-1-yl)-3,3-dimethyl-butanoyl]-N-[[3-fluoro-1-(2-methylpropanoyl)azetidin-3-yl]methyl]-4-hydroxy-pyrrolidine-2-carboxamide C1(CC1)C=1N=NN(C1)[C@H](C(=O)N1[C@@H](C[C@H](C1)O)C(=O)NCC1(CN(C1)C(C(C)C)=O)F)C(C)(C)C